(2S,4R)-4-methoxy-5-oxopyrrolidin CO[C@@H]1CCNC1=O